COC=1C=C2C(=CC(=NC2=CC1OCCCN1CCCC1)C=1OC(=CC1)C)NC1CCN(CC1)C 6-methoxy-2-(5-methyl-2-furyl)-N-(1-methyl-4-piperidyl)-7-(3-pyrrolidin-1-ylpropoxy)quinolin-4-amine